(R)-N-(1-(3-bromo-2-methylphenyl)ethyl)-2-chloro-6-morpholinoquinazolin-4-amine BrC=1C(=C(C=CC1)[C@@H](C)NC1=NC(=NC2=CC=C(C=C12)N1CCOCC1)Cl)C